(E)-3-(3-(3,5-bis(trifluoromethyl)phenyl)-1H-1,2,4-triazol-1-yl)-2-(quinolin-3-yl)acrylamide FC(C=1C=C(C=C(C1)C(F)(F)F)C1=NN(C=N1)/C=C(/C(=O)N)\C=1C=NC2=CC=CC=C2C1)(F)F